C(C1=CC=CC=C1)N1C2=C(OCC1=O)C=C(C=C2)C(=O)Cl 4-benzyl-3-oxo-3,4-dihydro-2H-benzo[b][1,4]oxazine-7-carbonyl chloride